C(C1=CC=CC=C1)N1N=NC(=C1)C1=CC=CC=C1 1-benzyl-4-phenyl-1,2,3-triazole